NC1=C2CNC(C2=CC=C1)=C=O 4-amino-1-carbonylisoindoline